(E)-1-(4-(2-ethoxyvinyl)-3-(pyridazin-4-yl)-1-((2-(trimethylsilyl)ethoxy)methyl)-1H-pyrazol-5-yl)-3-(3,4,5-trifluorobenzyl)pyrrolidin-2-one C(C)O/C=C/C=1C(=NN(C1N1C(C(CC1)CC1=CC(=C(C(=C1)F)F)F)=O)COCC[Si](C)(C)C)C1=CN=NC=C1